6-bromo-4-chloro-8-(trifluoromethyl)quinazoline BrC=1C=C2C(=NC=NC2=C(C1)C(F)(F)F)Cl